N,N'-bis(2-aminoethyl)-1,3-propylenediamine NCCNCCCNCCN